1-(3-((7-methoxy-4-(naphthalen-1-ylamino)quinazolin-6-yl)oxy)-9-aza-bicyclo[3.3.1]nonan-9-yl)prop-2-yn-1-one COC1=C(C=C2C(=NC=NC2=C1)NC1=CC=CC2=CC=CC=C12)OC1CC2CCCC(C1)N2C(C#C)=O